2-(2-(benzyloxy) ethoxy)-4,5-dihydroxybenzoate C(C1=CC=CC=C1)OCCOC1=C(C(=O)[O-])C=C(C(=C1)O)O